4-(7-bromo-8-methyl-2-methylsulfanyl-quinazolin-4-yl)-1,4-diazaheptan-2-one BrC1=CC=C2C(=NC(=NC2=C1C)SC)N(CC(N)=O)CCC